2-(benzyloxy)hex-4-yn-1-ol C(C1=CC=CC=C1)OC(CO)CC#CC